C(C)(=O)C1=CN=C(S1)N=CN(C)C N'-(5-acetylthiazol-2-yl)-N,N-dimethylformamidine